1-(3-fluorocyclobutoxy)-4-nitrobenzene FC1CC(C1)OC1=CC=C(C=C1)[N+](=O)[O-]